2-(2-(4-Propylcyclohex-1-en-1-yl)ethyl)-1,3-dioxolane C(CC)C1CC=C(CC1)CCC1OCCO1